2-amino-3-((tert-butyldimethylsilyl)oxy)-N-(3-chloro-4-fluorophenyl)acrylamide NC(C(=O)NC1=CC(=C(C=C1)F)Cl)=CO[Si](C)(C)C(C)(C)C